N-(6-(hydroxymethyl)-1-oxo-3-(o-tolyl)isoindolin-4-yl)benzo[d]isothiazole-3-carboxamide OCC1=CC(=C2C(NC(C2=C1)=O)C1=C(C=CC=C1)C)NC(=O)C1=NSC2=C1C=CC=C2